4-((1R,5S)-3,8-diazabicyclo[3.2.1]octan-3-yl)-7-(5,7-difluoro-1H-indol-3-yl)-6,8-difluoro-2-((tetrahydro-1H-pyrrolizin-7a(5H)-yl)methoxy)quinazoline [C@H]12CN(C[C@H](CC1)N2)C2=NC(=NC1=C(C(=C(C=C21)F)C2=CNC1=C(C=C(C=C21)F)F)F)OCC21CCCN1CCC2